2-(1-(2-(1-methyl-2,6-dioxopiperidin-3-yl)-1,3-dioxoisoindolin-5-yl)piperidin-4-yl)acetic acid CN1C(C(CCC1=O)N1C(C2=CC=C(C=C2C1=O)N1CCC(CC1)CC(=O)O)=O)=O